1,4-diazabicyclo[3.2.2]nonan-4-yl-[1-(3-fluoro-4-methoxyphenyl)-1,4,5,6-tetrahydrocyclopenta[c]pyrazol-3-yl]methanone N12CCN(C(CC1)CC2)C(=O)C=2C1=C(N(N2)C2=CC(=C(C=C2)OC)F)CCC1